methyl 2-((tert-butoxycarbonyl) amino)-7-hydroxy-1,2,3,4-tetrahydronaphthalene-2-carboxylate C(C)(C)(C)OC(=O)NC1(CC2=CC(=CC=C2CC1)O)C(=O)OC